(Z)-1-(2-Chlorophenyl)-3-(4-hydroxyphenyl)prop-2-en-1-one ClC1=C(C=CC=C1)C(\C=C/C1=CC=C(C=C1)O)=O